NCCOCC(=O)NCCCC(=O)NC=1N=C(SC1)C1=CC(=C(C=C1)Cl)Cl 4-(2-(2-aminoethoxy)acetamido)-N-(2-(3,4-dichlorophenyl)thiazol-4-yl)butanamide